butyl-pyrane-2,4-dione C(CCC)C1C(OC=CC1=O)=O